C(C1=CC=CC=C1)C1N=C(OC1=O)C1=CC=C(C=C1)C 4-benzyl-2-p-methylphenyl-oxazoline-5-one